8-acetyl-5-fluoro-3,6-dimethyl-2-tetrahydropyran-4-yl-quinazolin-4-one C(C)(=O)C=1C=C(C(=C2C(N(C(=NC12)C1CCOCC1)C)=O)F)C